C(=O)[C@H]1[C@@H](COC1)NC(OC(C)(C)C)=O |o1:2,3| tert-Butyl ((3S,4S)- or (3R,4R)-4-formyltetrahydrofuran-3-yl)carbamate